4-benzyloxy-3-bromo-2-(4-tert-butyl-5-chloro-2-methyl-phenyl)-5,6-dimethyl-pyridine C(C1=CC=CC=C1)OC1=C(C(=NC(=C1C)C)C1=C(C=C(C(=C1)Cl)C(C)(C)C)C)Br